ClC=1C=NC=C(C1[C@@H](C)OC=1C=C2C(=NNC2=CC1)C(=O)NC=1C=NN(C1)C1CCC(CC1)O)Cl (R)-5-(1-(3,5-Dichloropyridin-4-yl)ethoxy)-N-(1-(4-Hydroxycyclohexyl)-1H-Pyrazol-4-yl)-1H-Indazol-3-Carboxamid